BrC=1C=C(C=CC1)CC(=O)NNC(=O)OC(C)(C)C tert-Butyl 2-(2-(3-bromophenyl)acetyl)hydrazinecarboxylate